1,3,5-tri(2-(pyridin-4-yl)vinyl)benzene N1=CC=C(C=C1)C=CC1=CC(=CC(=C1)C=CC1=CC=NC=C1)C=CC1=CC=NC=C1